Cl.FC(C1CNC(CO1)C1=NC=C(C=C1)C(F)(F)F)(F)F 2-(trifluoromethyl)-5-(5-(trifluoromethyl)pyridin-2-yl)morpholine hydrochloride